CN1N=C(C=C1)C1=CC(=CC(=N1)O)O 6-(1-methyl-1H-pyrazol-3-yl)pyridine-2,4-diol